NC1=C2N(C(N(C2=NC(=N1)NC1=C(C(=O)NCCN(C)C)C=CC=C1F)C(C)C)=O)C1=CC(=C(C=C1)Cl)O [(6-amino-7-(4-chloro-3-hydroxyphenyl)-9-isopropyl-8-oxo-8,9-dihydro-7H-purine-2-yl)amino]-N-[2-(dimethylamino)ethyl]-3-fluorobenzamide